N-(3-(4-acetylpiperazin-1-yl)phenyl)-5-(isoindolin-2-yl)-7-(1H-pyrazol-4-yl)pyrazolo[1,5-a]pyrimidine-2-carboxamide C(C)(=O)N1CCN(CC1)C=1C=C(C=CC1)NC(=O)C1=NN2C(N=C(C=C2C=2C=NNC2)N2CC3=CC=CC=C3C2)=C1